C1(=CC=C(C=C1)CCSC=1OC(=NN1)COC1=CC=C(C=C1)OC)C1=CC=CC=C1 1-((1,1'-biphenyl)-4-yl)-2-((5-((4-methoxyphenoxy)methyl)-1,3,4-oxadiazol-2-yl)thio)ethane